ClC1=C2C(N(C=NC2=CC=C1)CC1(CCOCC1)C)=O 5-chloro-3-[(4-methyltetrahydropyran-4-yl)methyl]-4-oxo-quinazoline